5-chloro-N-(2,4-difluorobenzyl)-2-(difluoromethoxy)-N-methylnicotinamide ClC=1C=NC(=C(C(=O)N(C)CC2=C(C=C(C=C2)F)F)C1)OC(F)F